3-(3-((7-oxo-7-(piperidin-1-yl)heptyl)amino)phenyl)piperidine-2,6-dione O=C(CCCCCCNC=1C=C(C=CC1)C1C(NC(CC1)=O)=O)N1CCCCC1